OC1=C(C=C(C=C1C(F)(F)F)C(F)(F)F)N1C(N(C=C1)C(=O)OC(C)(C)C)=O tert-butyl 3-[2-hydroxy-3,5-bis(trifluoromethyl)phenyl]-2-oxo-2,3-dihydro-1H-imidazole-1-carboxylate